[2,6-Bis(1-(2,6-dimethylphenylimino)pentyl)pyridine] Iron Dichloride [Fe](Cl)Cl.CC1=C(C(=CC=C1)C)N=C(CCCC)C1=NC(=CC=C1)C(CCCC)=NC1=C(C=CC=C1C)C